2,4-Di-(azetidin-1-yl)-5-bromo-6-hexadecylpyrimidine N1(CCC1)C1=NC(=C(C(=N1)N1CCC1)Br)CCCCCCCCCCCCCCCC